(R)-5-ethynyl-6-fluoro-4-(8-fluoro-4-(methyl(pyrrolidin-2-ylmethyl)amino)-2-(4-methylpiperazin-1-yl)pyrido[4,3-d]pyrimidin-7-yl)-2-naphthonitrile C(#C)C1=C2C(=CC(=CC2=CC=C1F)C#N)C1=C(C=2N=C(N=C(C2C=N1)N(C[C@@H]1NCCC1)C)N1CCN(CC1)C)F